ClC1=C(C=CC=C1)CC(=O)NC=1C=C(C2=CN(N=C2C1)CC1=CC=C(C=C1)F)S(N)(=O)=O 2-(2-chlorophenyl)-N-(2-(4-fluorobenzyl)-4-sulfamoyl-2H-indazol-6-yl)acetamide